2-ethyl-6-methyl-N-(pent-4-yn-1-yl)thieno[2,3-d]pyrimidin-4-amine C(C)C=1N=C(C2=C(N1)SC(=C2)C)NCCCC#C